2,5-bis(mercaptomethyl)-1,4-dioxane SCC1OCC(OC1)CS